4-((R or S)-4-((1R,5S)-3,8-diazabicyclo[3.2.1]octan-3-yl)-6-chloro-2-(4-(dimethylamino)butyl)-8-fluoroquinazolin-7-yl)naphthalen-2-ol dihydrochloride Cl.Cl.[C@H]12CN(C[C@H](CC1)N2)C2=NC(=NC1=C(C(=C(C=C21)Cl)C2=CC(=CC1=CC=CC=C21)O)F)CCCCN(C)C